OC1=C(C=C(C=C1C(C)C)C(C)(C)CC(C)(C)C)N1N=C2C(=N1)C=CC=C2 2-(2-hydroxy-3-α-isopropyl-5-tert-octylphenyl)-2H-benzotriazole